NC1=C(C=C(C(=O)OC(C)(C)C)C=C1)NC12CC(C1)C2 tert-butyl 4-amino-3-({bicyclo[1.1.1]pentan-1-yl}amino)benzoate